C(C1=CC=CC=C1)NC=1C=C(C=CC1)C(CC(=O)NC1=CC(=C(C=C1)C)Cl)C(C)C 3-(3-(benzylamino)phenyl)-N-(3-chloro-4-methylphenyl)-4-methylpentanamide